7-(6-{bis[(4-methoxyphenyl)methyl]amino}-3-iodo-4-methylpyridin-2-yl)-8-methyl-4-[(2R)-2-methylazetidin-1-yl]-2-(methylsulfanyl)pyrano[4,3-d]pyrimidin-5-one COC1=CC=C(C=C1)CN(C1=CC(=C(C(=N1)C1=C(C=2N=C(N=C(C2C(O1)=O)N1[C@@H](CC1)C)SC)C)I)C)CC1=CC=C(C=C1)OC